C(#N)[C@@H](C[C@H]1C(NCCC1)=O)NC(=O)[C@H]1N(C[C@H]2[C@@H]1CC(C2)(F)F)C(=O)C2(C1=CC=CC=C1C=1C=CC=CC21)O (1S,3aR,6aS)-N-((R)-1-cyano-2-((S)-2-oxopiperidin-3-yl)ethyl)-5,5-difluoro-2-(9-hydroxy-9H-fluorene-9-carbonyl)octahydrocyclopenta[c]pyrrole-1-carboxamide